N-(4-{[6,7-bis(methyloxy)quinolin-4-yl]oxy}phenyl)-N'-(4-fluorophenyl)azetidine-3,3-dicarboxamide COC=1C=C2C(=CC=NC2=CC1OC)OC1=CC=C(C=C1)NC(=O)C1(CNC1)C(=O)NC1=CC=C(C=C1)F